monoisohexyl-hafnium trishydroxide [OH-].[OH-].[OH-].C(CCC(C)C)[Hf+3]